5-chloro-4-[4-(4-methyl-1,2,4-triazol-3-yl)piperidin-1-yl]benzene-1,3-dicarbonitrile ClC=1C(=C(C=C(C1)C#N)C#N)N1CCC(CC1)C1=NN=CN1C